bis{(trifluoromethyl)dicarboxyphenoxy}benzene FC(F)(F)C1=C(C(=C(OC2=C(C=CC=C2)OC2=C(C(=C(C=C2)C(F)(F)F)C(=O)O)C(=O)O)C=C1)C(=O)O)C(=O)O